4-(3-isopropyl-5-(1-(oxazol-2-ylmethyl)piperidin-4-yl)-1H-indol-2-yl)-2-methyl-2,5,6,7-tetrahydro-1H-cyclopenta[c]pyridin-1-one C(C)(C)C1=C(NC2=CC=C(C=C12)C1CCN(CC1)CC=1OC=CN1)C=1C2=C(C(N(C1)C)=O)CCC2